NC1=C(C(C(=O)OC)=CC=C1)C(=O)[O-] monomethyl aminophthalate